ClC=1C(=NC=C(N1)C1CC1)C#N 3-chloro-5-cyclopropylpyrazine-2-carbonitrile